Diphenyl-iodonium hexafluoroarsenate F[As-](F)(F)(F)(F)F.C1(=CC=CC=C1)[I+]C1=CC=CC=C1